FC=1C=C(C=C(C1)F)C1CC=NN1C(=O)N1CCN(CC1)C1=NC=C(C(=N1)C(=O)O)F 2-(4-(5-(3,5-difluorophenyl)-4,5-dihydro-1H-pyrazole-1-carbonyl)piperazin-1-yl)-5-fluoropyrimidine-4-carboxylic acid